C/C(=C\C=C\C=C(\C=C\C=C(\C=C\[C@@]12O[C@@]1(C[C@H](CC2(C)C)O)C)/C)/C)/C=C/C=C(/C=C/[C@@]34O[C@@]3(C[C@H](CC4(C)C)O)C)\C 5,6,5',6'-diepoxy-5,6,5',6'-tetrahydro-β,β-carotene-3,3'-diol